[[(4-bromo-2,6-dimethylphenyl)methyl]sulfamoyl]dimethylamine BrC1=CC(=C(C(=C1)C)CNS(=O)(=O)N(C)C)C